CC1=NOC(=C1C=1C=C(C=CC1OCCN1CCCC1)NC(=O)C1C(C1)OCC)C N-(3-(3,5-dimethylisoxazol-4-yl)-4-(2-(pyrrolidin-1-yl)ethoxy)phenyl)-2-ethoxycyclopropane-1-carboxamide